tert-butyl (trans-4-((4-(4-(4-(2-((tert-butoxycarbonyl)amino)-2-methylpropanoyl)piperazine-1-carboxamido)-2-oxopyrimidin-1(2H)-yl)benzyl)amino)cyclohexyl)(methyl)carbamate C(C)(C)(C)OC(=O)NC(C(=O)N1CCN(CC1)C(=O)NC1=NC(N(C=C1)C1=CC=C(CN[C@@H]2CC[C@H](CC2)N(C(OC(C)(C)C)=O)C)C=C1)=O)(C)C